BrC=1C=CC=C2CCNCC12 8-bromotetrahydroisoquinoline